N-hexadecylethyl-morpholine ethyl-sulfate salt C(C)OS(=O)(=O)O.C(CCCCCCCCCCCCCCC)N1C(COCC1)CC